O=C1NC(CC[C@@H]1NC1=CC(=C(C=C1)C1CCN(CC1)C(=O)OC(C)(C)C)F)=O tert-butyl 4-[4-[[(3S)-2,6-dioxo-3-piperidyl]amino]-2-fluoro-phenyl]piperidine-1-carboxylate